COC(C=CCCCC)=O 2-hept-enoic acid methyl ester